(R)-4-(7-chloro-4-((1-(3-(difluoromethyl)-2-fluorophenyl)ethyl)amino)-2-methylpyrido[2,3-d]pyrimidin-6-yl)thiomorpholine 1,1-dioxide ClC=1C(=CC2=C(N=C(N=C2N[C@H](C)C2=C(C(=CC=C2)C(F)F)F)C)N1)N1CCS(CC1)(=O)=O